C(C)(C)(C)C=1C=C(C=C(C1O)C)CCC(=O)OCC(C)(C)C1OCC2(CO1)COC(OC2)C(COC(CCC2=CC(=C(C(=C2)C)O)C(C)(C)C)=O)(C)C 3,9-bis{2-[3-(3-t-butyl-4-hydroxy-5-methylphenyl)propionyloxy]-1,1-dimethylethyl}2,4,8,10-tetraoxaspiro[5.5]undecan